C1(CCCC1)NC(=O)C=1C=CC2=C(N=C(O2)C2=C(C(=C(C(=C2)C(F)(F)F)F)O)F)C1 N-Cyclopentyl-2-(2,4-difluoro-3-hydroxy-5-(trifluoromethyl)phenyl)benzo[d]oxazole-5-carboxamide